NC1=C(C=C(C=C1)S(=O)(=O)O)OC 1-amino-2-methoxy-4-benzenesulfonic acid